(6aR)-4-chloro-3-(2-chloro-6-hydroxyphenyl)-2-[(2H3)methyl-oxy]-6a,7,9,10-tetrahydro-12H-pyrazino[2,1-c]pyrido[2,3-f][1,4]oxazepine-8(6H)-carboxylic acid tert-butyl ester C(C)(C)(C)OC(=O)N1C[C@@H]2COC3=C(CN2CC1)N=C(C(=C3Cl)C3=C(C=CC=C3O)Cl)OC([2H])([2H])[2H]